7-((5-fluoro-2-methylbenzyl)oxy)-3,4-dihydroisoquinoline-2(1H)-carboxylic acid tert-butyl ester C(C)(C)(C)OC(=O)N1CC2=CC(=CC=C2CC1)OCC1=C(C=CC(=C1)F)C